C1(=CC=CC=C1)C1(C2=CC=CC=C2C=2C=CC(=CC12)N(C1=CC=CC=C1)C1=CC=C(C=C1)C1=CC=C(C=C1)C1=C(C=CC(=C1)C1=CC=CC=C1)C1=CC=CC=C1)C1=CC=CC=C1 (9,9-diphenyl-9H-fluoren-2-yl)-(2'',5''-diphenyl-[1,1':4',1'']terphenyl-4-yl)-phenylamine